ClC1=C(C=C(C=C1)O)C1=C(C(=NC=2CN(CCC12)[C@H]1CN(CCC1)C)N1CC2(CN(C2)C(C=C)=O)CC1)C 1-(6-(4-(2-chloro-5-hydroxyphenyl)-3-methyl-7-((3R)-1-methyl-3-piperidinyl)-5,6,7,8-tetrahydro-1,7-naphthyridin-2-yl)-2,6-diazaspiro[3.4]octan-2-yl)-2-propen-1-one